methyl 2-amino-4-(5-fluoropyridin-2-yl)-3-iodo-5-(trifluoromethyl)benzoate NC1=C(C(=O)OC)C=C(C(=C1I)C1=NC=C(C=C1)F)C(F)(F)F